(S)-5-cyano-2-(3-(5-(trifluoromethyl)pyridin-2-yloxy)pyrrolidin-1-yl)benzamide C(#N)C=1C=CC(=C(C(=O)N)C1)N1C[C@H](CC1)OC1=NC=C(C=C1)C(F)(F)F